carbonate sodium salt [Na+].C([O-])([O-])=O.[Na+]